tert-Butyl (5-(3-chloro-4-(2-methoxyethoxy)phenyl)-1-isobutyl-1H-pyrazol-3-yl)carbamate ClC=1C=C(C=CC1OCCOC)C1=CC(=NN1CC(C)C)NC(OC(C)(C)C)=O